ClC1=C(C(C#N)=C(C(=C1Cl)OC1=C(C=CC=C1Cl)Cl)Cl)C#N 3,4,6-trichloro-5-(2,6-dichloro-phenoxy)-phthalonitrile